[N+](=O)([O-])C1=C(C(=C(C(=C1)[N+](=O)[O-])N)Cl)N 4,6-dinitro-2-chloro-1,3-phenylenediamine